behenyl-ethylenediamine C(CCCCCCCCCCCCCCCCCCCCC)NCCN